(2'S,3S,4'S,5'R)-1-((((1r,4S)-4-carboxycyclohexyl)methyl)-6-chloro-4'-(3-Chloro-2-fluorophenyl)-2'-neopentylspiro[indoline-3,3'-pyrrolidine]-5'-carboxamido)-3-methoxybenzoic acid C(=O)(O)C1CCC(CC1)CN1[C@H]([C@]2([C@H]([C@@H]1C(=O)NC1(C(=O)O)CC(=CC=C1)OC)C1=C(C(=CC=C1)Cl)F)CNC1=CC(=CC=C12)Cl)CC(C)(C)C